(S)-6-(2-amino-3-fluoropropyl)-2-(1-(cyclopropylmethyl)-7-(dimethylamino)-1H-indol-2-yl)-1-methyl-1,6,7,8-tetrahydro-5H-imidazo[4,5-g]isoquinolin-5-one N[C@@H](CN1C(C=2C=C3C(=CC2CC1)N(C(=N3)C=3N(C1=C(C=CC=C1C3)N(C)C)CC3CC3)C)=O)CF